OC(C)C1(CC1)C#N 1-(1-hydroxyethyl)cyclopropane-1-carbonitrile